O1CCC(CC1)OCCOC1=CC=C(OC=2C=C(C=C3C=NNC23)C(=O)OC)C=C1 methyl 7-[4-(2-tetrahydropyran-4-yloxyethoxy)phenoxy]-1H-indazole-5-carboxylate